C(C)(C)N1C(=NC(=C1)C(F)(F)F)C1=CC=C(C=C1)CN (4-(1-Isopropyl-4-(trifluoromethyl)-1H-imidazol-2-yl)phenyl)methylamine